tert-Butyl 3-[[(1-methylcyclopropyl)amino]methyl]azetidine-1-carboxylate CC1(CC1)NCC1CN(C1)C(=O)OC(C)(C)C